ClC1=NC(=CC=C1N)Cl 2,6-Dichloropyridin-3-amine